3,3-difluoro-2-(difluoromethyl)-1-propene FC(C(=C)C(F)F)F